C(C)(C)N1N=CC=C1C(=O)N1[C@@H](C2=C(CC1)NC=N2)C2=NN1C(C=CC=C1)=C2 (S)-(1-isopropyl-1H-pyrazol-5-yl)(4-(pyrazolo[1,5-a]pyridin-2-yl)-6,7-dihydro-1H-imidazo[4,5-c]pyridin-5(4H)-yl)methanone